C(#C)C1=CC2=CC=C(C=C2C=C1)OC 2-ethynyl-6-methoxynaphthalene